FC1(CCN(CC1)C1=NC(=CC(=C1)C1=NOC(=N1)C1=C(C=C(C=C1)NS(=O)(=O)CCO)N1CCC2(CC2)CC1)C)F N-(4-(3-(2-(4,4-difluoropiperidin-1-yl)-6-methylpyridin-4-yl)-1,2,4-oxadiazol-5-yl)-3-(6-azaspiro[2.5]oct-6-yl)phenyl)-2-hydroxyethane-1-sulfonamide